CN1C=C(C=C1N1C(CCCC1)=O)C(=O)O 1-methyl-5-(2-oxopiperidin-1-yl)-1H-pyrrole-3-carboxylic acid